(R)-1-allyl-2,2,3,3,6-pentafluoro-2,3-dihydro-1H-inden-1-ol C(C=C)[C@@]1(C(C(C2=CC=C(C=C12)F)(F)F)(F)F)O